6-amino-9-(1-(azetidin-3-ylmethyl)piperidin-4-yl)-7-(4-phenoxyphenyl)-7,9-dihydro-8H-purin-8-one NC1=C2N(C(N(C2=NC=N1)C1CCN(CC1)CC1CNC1)=O)C1=CC=C(C=C1)OC1=CC=CC=C1